COC1=CC=C(C=C1)C(OC[C@@H]1C(C([C@@H](O1)N1C2=NC=NC(=C2N=C1)N(C(C1=CC=CC=C1)=O)CCCCCCCCCCCCCCCC)OC)OP(N(C(C)C)C(C)C)OCCC#N)(C1=CC=CC=C1)C1=CC=C(C=C1)OC N-[9-[(2R,5R)-5-[[bis(4-methoxyphenyl)-phenyl-methoxy]methyl]-4-[2-cyanoethoxy-(diisopropylamino)phosphanyl]oxy-3-methoxy-tetrahydrofuran-2-yl]purin-6-yl]-N-hexadecyl-benzamide